O1COCC2=C1C=CC=C2C2=NC(=NC(=C2)N2CC1=CC(=C(C=C1CC2)OC)OC)N 4-(Benzo[d][1,3]dioxin-5-yl)-6-(6,7-dimethoxy-3,4-dihydroisoquinolin-2(1H)-yl)pyrimidin-2-amine